CC=1C=C(C=NC1N1CCN(CC1)CCC1=CC=CC=C1)CC1=NN2C(C(=N1)N)=NC=C2 (5-methyl-6-(4-phenethylpiperazin-1-yl)pyridin-3-ylmethyl)imidazo[2,1-f][1,2,4]triazin-4-amine